ClC1=CC=C(C(=N1)C=1N=NN(N1)C)NC(CO)C=1C=C(C=C2C(N3CCCN4N=CC(C12)=C43)=O)C 10-(1-((6-chloro-2-(2-methyl-2H-tetrazol-5-yl)pyridin-3-yl)amino)-2-hydroxyethyl)-8-methyl-4,5-dihydro-3H,6H-2,2a,5a-triazaaceanthrylen-6-one